dichloroacetylene ClC#CCl